(1S,4S,5R)-5-{[4-cyclopropyl-1-(2,6-dichlorophenyl)-1H-pyrazol-5-yl]methoxyl-2-azabicyclo[2.2.1]heptan-2-yl}pyrimidine-2-carboxylic acid C1(CC1)C=1C=NN(C1CO[C@@]12N(C[C@@H](CC1)C2)C=2C=NC(=NC2)C(=O)O)C2=C(C=CC=C2Cl)Cl